ethyl (R)-2-(2-(2-(2-(4-(4-(6-amino-5-(1-(2,6-dichloro-3-fluorophenyl)ethoxy)pyridin-3-yl)-1H-pyrazol-1-yl)piperidin-1-yl)ethoxy)ethoxy)ethoxy)acetate NC1=C(C=C(C=N1)C=1C=NN(C1)C1CCN(CC1)CCOCCOCCOCC(=O)OCC)O[C@H](C)C1=C(C(=CC=C1Cl)F)Cl